2-(4-t-butylcarbonyloxy-phenyl)-3,5,7-tri-t-butylcarbonyloxy-quinolin-4-one C(C)(C)(C)C(=O)OC1=CC=C(C=C1)C1=NC2=CC(=CC(=C2C(C1OC(=O)C(C)(C)C)=O)OC(=O)C(C)(C)C)OC(=O)C(C)(C)C